3-(undecyloxy)-1,2-propanediol C(CCCCCCCCCC)OCC(CO)O